CC=1NC(C=CC1N1CN(C2=CC(=CC=C2C1=O)C(F)(F)F)[C@@H]1[C@H](COCC1)C)=O 3-(2-Methyl-6-oxo-1,6-dihydropyridin-3-yl)-1-((3R,4S)-3-methyltetrahydro-2H-pyran-4-yl)-7-(trifluoromethyl)-2,3-dihydroquinazolin-4(1H)-one